BrC=1N=C(N(N1)CC)NC=1C=C2C(NC(C2=CC1F)=O)C 5-[(5-bromo-2-ethyl-1,2,4-triazol-3-yl)amino]-6-fluoro-3-methyl-isoindolin-1-one